C(N)(=O)C=1C=C(C=CC1F)NC(=O)[C@H]1O[C@@]([C@@H]([C@@H]1C1=C(C(=C(C=C1)F)F)OC)C)(C(F)(F)F)C (2S,3R,4R,5S)-N-(3-carbamoyl-4-fluoro-phenyl)-3-(3,4-difluoro-2-methoxy-phenyl)-4,5-dimethyl-5-(trifluoromethyl)tetrahydrofuran-2-carboxamide